COC1=CC=C2CN(C(C2=C1)=O)C=1N=NC(=CC1)N(C1CCNCC1)C 6-methoxy-2-(6-(methyl-(piperidin-4-yl)amino)-pyridazin-3-yl)isoindolin-1-one